trimethylolpropane tri(mercaptoacetate) SCC(=O)O.SCC(=O)O.SCC(=O)O.C(O)C(CC)(CO)CO